5,10,11-trihydroxy-N-(4-hydroxyphenylethyl)-3-keto-3H-naphtho[1,2-f]benzofuran-7-carboxamide OC1=CC2=C(C3=C(C(=CO3)O)C(=C2C2=CCC(C=C12)=O)O)C(=O)NCCC1=CC=C(C=C1)O